1-(5-(2-bromoethoxy)-1-((cis)-3-hydroxy-3-methylcyclobutyl)-7-(trifluoromethyl)-1,3-benzodiazol-2-yl)cyclopropyl acetate C(C)(=O)OC1(CC1)C1=NC2=C(N1C1CC(C1)(C)O)C(=CC(=C2)OCCBr)C(F)(F)F